F[C@H]1[C@H](COC1)NC(=O)C=1N=C(SC1)C1=CN=CN1 N-((3S,4S)-4-fluorotetrahydrofuran-3-yl)-2-(1H-imidazol-5-yl)thiazole-4-carboxamide